5-(aminocarbonyl)norvaline NC(=O)CCC[C@H](N)C(=O)O